C(C)(C)(C)OC(=O)C1CC2C(C2C1)C(O)C1=CC(=NC(=C1)Cl)Cl 6-[(2,6-dichloro-4-pyridinyl)-hydroxy-methyl]bicyclo[3.1.0]-hexane-3-carboxylic acid tert-butyl ester